[Br-].C(CCCCCCCCCCC)N1CC(=CC=C1)C 1-dodecyl-3-methyl-pyridine bromide